2-(2-benzyloxy-4-cyclopropyl-6-methyl-phenyl)-4,4,5,5-tetramethyl-1,3,2-dioxaborolane C(C1=CC=CC=C1)OC1=C(C(=CC(=C1)C1CC1)C)B1OC(C(O1)(C)C)(C)C